2-hydroxy-1-acetonaphthone CC(=O)C1=C(C=CC2=CC=CC=C21)O